Cl.C1NC[C@@H]2CN(CC[C@@H]21)C2=CC(=NC=C2)C(F)(F)F |r| rac-4-[(3aR,7aS)-octahydro-1H-pyrrolo[3,4-c]pyridin-5-yl]-2-(trifluoromethyl)pyridine hydrochloride